C(C)(C)(C)OC(=O)N(C1=NC=C(C2=CC(N(C=C12)C(=O)OC(C)(C)C)=O)C1=CC(=NN1C)C)CC1=C(C=CC2=C1CCO2)F tert-butyl 8-((tert-butoxycarbonyl)((5-fluoro-2,3-dihydrobenzofuran-4-yl)methyl)amino)-5-(1,3-dimethyl-1H-pyrazol-5-yl)-3-oxo-2,7-naphthyridine-2(3H)-carboxylate